CC(C(=O)OC)(C)CC1CCC(CC1)C methanyl (alpha,alpha,4-trimethylcyclohexylmethyl acetate)